Formyl-4-methyl-5-nitro-(1,1'-biphenyl)-3-carboxylic acid methyl ester COC(=O)C=1C(=C(C=C(C1C)[N+](=O)[O-])C1=CC=CC=C1)C=O